(2S)-ethyl morpholine-2-carboxylate N1C[C@H](OCC1)C(=O)OCC